FC=1C=C(C#N)C=CC1OC[C@@H](C)OC1=CC(=CC=C1)N1C(=NC=C1)C (R)-3-fluoro-4-(2-(3-(2-methyl-1H-imidazol-1-yl)phenoxy)propoxy)benzonitrile